1-azido-2,4-difluorobenzene N(=[N+]=[N-])C1=C(C=C(C=C1)F)F